CC(C)C1=C(C(=CC(=C1)OC1=CC=CC=C1)C(C)C)NC(=S)NC(C)(C)C N-[2,6-bis(1-methylethyl)-4-phenoxyphenyl]-N'-(1,1-dimethyl-ethyl)thiourea